FC1=C(C=CC(=C1)F)C1=C(N(N=N1)C)CO [5-(2,4-difluorophenyl)-3-methyl-triazol-4-yl]Methanol